N1(CCCCCC1)C1=NC(=CC(=C1C(=O)NC1=CC(=CC=C1)S(N)(=O)=O)C)C 2-(azepan-1-yl)-4,6-dimethyl-N-(3-sulfamoyl-phenyl)pyridine-3-carboxamide